4-[7-chloro-1-(4-fluorophenyl)-2-isopropyl-4-(methoxymethoxy)-pyrrolo[2,3-c]pyridin-3-yl]benzoic acid ClC=1N=CC(=C2C1N(C(=C2C2=CC=C(C(=O)O)C=C2)C(C)C)C2=CC=C(C=C2)F)OCOC